O1CCC(CC1)OC1=C(C=C(C=C1)N)C=1N=NN(N1)C(C1=CC=CC=C1)(C1=CC=CC=C1)C1=CC=CC=C1 4-((tetrahydro-2H-pyran-4-yl)oxy)-3-(2-trityl-2H-tetrazol-5-yl)phenylamine